CN(C=C(C=O)C1=CC(=CC=C1)Cl)C 3-(dimethylamino)-2-(3-chlorophenyl)prop-2-enal